CC(CC(=O)OC1OC=C(C2C1C(CC2)CO)CO)C 4,7-bis(hydroxymethyl)-1,4a,5,6,7,7a-hexahydrocyclopenta[c]pyran-1-yl 3-methylbutanoate